CC1([C@]2(C(C[C@@H]1CC2)=O)CS(=O)(=O)NCCCCCCCSC2=C1CN(C(C1=CC=C2)=O)C2C(NC(CC2)=O)=O)C 1-((1R,4S)-7,7-dimethyl-2-oxobicyclo[2.2.1]heptan-1-yl)-N-(7-((2-(2,6-dioxopiperidin-3-yl)-1-oxoisoindolin-4-yl)thio)heptyl)methanesulfonamide